BrC1=CC(N(C=C1OC1=C(C=CC=C1C)C)C(F)F)=O 4-bromo-1-(difluoromethyl)-5-(2,6-dimethylphenoxy)pyridin-2(1H)-one